OC=1C=CC=2N(C(N=CC2N1)=O)C 6-hydroxy-1-methylpyrido[3,2-d]pyrimidin-2(1H)-one